C(C)OC1=C(C=C(C=C1)S(=O)(=O)N1CCN(CC1)C)C1=NN2C(C(N1)=O)=C(C(=C2CCC)C(CC(=O)OCC)O)C ethyl 3-(2-(2-ethoxy-5-((4-methylpiperazin-1-yl)sulfonyl)phenyl)-5-methyl-4-oxo-7-propyl-3,4-dihydropyrrolo[2,1-f][1,2,4]triazin-6-yl)-3-hydroxypropanoate